ClC=1N=C(NC1C=1[C@H](CN(CC1)S(=O)(=O)NC(C(=O)N)=C)C)C1=NC=C(C=C1)F (2S)-2-[[(3R)-4-[4-Chloro-2-(5-fluoro-2-pyridyl)-1H-imidazol-5-yl]-3-methyl-3,6-dihydro-2H-pyridin-1-yl]sulfonylamino]propenamide